C(CCCCCCCCCCCCCCCCC)C(C(=O)[O-])CC(=O)[O-].C[N+]1(CCCC1)C.C[N+]1(CCCC1)C bis(1,1-dimethylpyrrolidin-1-ium) octadecylsuccinate